2,5-DIHYDROBENZOXEPIN O1CC=CCC2=C1C=CC=C2